SCSC1=CC(=CC(=C1)SCS)SCS 1,3,5-Tris(mercaptomethylthio)benzene